Cl.ClCC=1C=CC(=NC1)C1=CC=C(C=C1)C(F)(F)F 5-(chloromethyl)-2-[4-(trifluoromethyl)phenyl]pyridine hydrochloride